OCC1=CC(=NC=C1)NC(=O)C=1C=2C[C@@H]3[C@H](C2N(N1)C1=C(C=C(C=C1)F)F)C3 (1aR,5aR)-2-(2,4-Difluoro-phenyl)-1a,2,5,5a-tetrahydro-1H-2,3-diaza-cyclopropa[a]pentalene-4-carboxylic acid (4-hydroxymethyl-pyridin-2-yl)-amide